CN1C(=NN=C1COC1=CC(=CC=C1)C(F)(F)F)C1=CC=C(C=C1)N1N=NC(=C1)C1CCN(CC1)C(=O)OC(C)(C)C tert-Butyl 4-{1-[4-(4-methyl-5-{[3-(trifluoromethyl)phenoxy]methyl}-4H-1,2,4-triazol-3-yl)phenyl]-1H-1,2,3-triazol-4-yl}piperidine-1-carboxylate